(R)-3-((4-hydroxy-1-(3-phenylbutyryl)piperidin-4-yl)methyl)-2-methyl-6-phenylpyrimidin-4(3H)-one OC1(CCN(CC1)C(C[C@@H](C)C1=CC=CC=C1)=O)CN1C(=NC(=CC1=O)C1=CC=CC=C1)C